4-[1-(pyridin-3-ylmethyl)benzimidazol-2-yl]-1,2,5-thiadiazole-3-carbonitrile N1=CC(=CC=C1)CN1C(=NC2=C1C=CC=C2)C=2C(=NSN2)C#N